3-(3-fluoro-5-(4-phenylpiperidin-1-yl)phenyl)propan-1-amine FC=1C=C(C=C(C1)N1CCC(CC1)C1=CC=CC=C1)CCCN